FC1(CC(CNC1)N)F 5,5-difluoropiperidin-3-amine